C1=C2C=NNC2=CS1 Thieno[3,4-c]Pyrazole